C(C)OC(C1=NC=CC=C1)=O picolinic acid ethyl ester